ClC(C1=NC(=NO1)C1=CC=C(CNC=2C(C(C2NC2=C(C=C(C=C2)F)F)=O)=O)C=C1)(F)F 3-((4-(5-(chlorodifluoromethyl)-1,2,4-oxadiazol-3-yl)benzyl)amino)-4-((2,4-difluorophenyl)amino)cyclobut-3-ene-1,2-dione